(1-adamantyl)trimethylammonium C12(CC3CC(CC(C1)C3)C2)[N+](C)(C)C